C(CCCCCCCCCCCCCCCCC)(=O)OCCCCCCC(C)C isononyl n-octadecanoate